1-[4-[[3-(2,3-difluoro-4-methoxyphenyl)imidazo[1,2-a]pyrazin-8-yl]amino]-2-methylbenzoyl]-N-[(2S,3R,4R,5R)-2,3,4,5,6-pentahydroxyhexyl]piperidine-4-carboxamide FC1=C(C=CC(=C1F)OC)C1=CN=C2N1C=CN=C2NC2=CC(=C(C(=O)N1CCC(CC1)C(=O)NC[C@@H]([C@H]([C@@H]([C@@H](CO)O)O)O)O)C=C2)C